BrC1=CC=C2C(N(C(=NC2=C1)Cl)COCC[Si](C)(C)C)=O 7-Bromo-2-chloro-3-((2-(trimethylsilyl)ethoxy)methyl)quinazolin-4(3H)-one